2-methyl-5-norbornene CC1C2C=CC(C1)C2